C1(CC1)C=1N(C2=CC=CC=C2C1SC(F)F)S(=O)(=O)C1=CC=C(C)C=C1 2-cyclopropyl-3-((difluoromethyl)thio)-1-tosyl-1H-indole